cyclopropyl 2-(4-(4-((5-chloro-4-((2-(isopropylsulfonyl) phenyl) amino) pyrimidin-2-yl) amino)-5-isopropoxy-2-methylphenyl) piperidin-1-yl)-2-oxoethyldithio-carbamate ClC=1C(=NC(=NC1)NC1=CC(=C(C=C1OC(C)C)C1CCN(CC1)C(CNC(SC1CC1)=S)=O)C)NC1=C(C=CC=C1)S(=O)(=O)C(C)C